C=1(C(=CC=C2C=CC=CC12)O)C1=CC=CC2=CC=CC=C12 (S)-(-)-binaphthol